CN1CC=2N(CC1)N=C(C2)NC(C2=CC(=CC=C2)CNC2=NC=C(C1=C2CCO1)C1=CC=NC=C1)=O N-(5-Methyl-4,5,6,7-tetrahydropyrazolo[1,5-a]pyrazin-2-yl)-3-(((7-(pyridin-4-yl)-2,3-dihydrofuro[3,2-c]pyridin-4-yl)amino)methyl)benzamid